OCC(CCC(CO)O)O 1,2,5,6-tetrahydroxyhexane